(5S)-3-Oxo-2-(2,4,5-trimethylbenzyl)-2,3,5,6,7,8-hexahydro[1,2,4]triazolo[4,3-a]pyridine-5-carboxylic acid O=C1N(N=C2N1[C@@H](CCC2)C(=O)O)CC2=C(C=C(C(=C2)C)C)C